4-fluoro-N-[4-fluoro-5-(4-piperazin-1-ylphenyl)-2-[rac-(3R)-3,4-dimethylpiperazin-1-yl]phenyl]-2-(trifluoromethyl)benzamide FC1=CC(=C(C(=O)NC2=C(C=C(C(=C2)C2=CC=C(C=C2)N2CCNCC2)F)N2C[C@H](N(CC2)C)C)C=C1)C(F)(F)F |r|